C(#C)C1(CCCC1)NC(=O)C1=NC=CC=C1 N-(1-ethynylcyclopentyl)pyridine-2-carboxamide